(1S,2R)-2-(difluoromethyl)-1-(isopropoxycarbonyl)cyclopropane-1-carboxylic acid FC([C@H]1[C@@](C1)(C(=O)O)C(=O)OC(C)C)F